ClC1=C(C(=CC=C1Cl)O)[C@@H]1CC2=NN(C(N2C1)=O)[C@@H]1COCC1 (S)-6-(2,3-dichloro-6-hydroxyphenyl)-2-((S)-tetrahydrofuran-3-yl)-2,5,6,7-tetrahydro-3H-pyrrolo[2,1-c][1,2,4]triazol-3-one